NCCCC1=CC=C(C(=O)OC)C=C1 methyl 4-(3-aminopropyl)benzoate